1-(6-methylpyridin-3-yl)methanamine CC1=CC=C(C=N1)CN